Methyl 3-bromo-6-(3-chloro-6-(difluoromethyl)-2-fluorophenyl)pyrazine-2-carboxylate BrC=1C(=NC(=CN1)C1=C(C(=CC=C1C(F)F)Cl)F)C(=O)OC